C1(=CC=CC=C1)P(NC1=NC=CC=C1)C1=CC=CC=C1 N-(diphenylphosphino)pyridin-2-amine